2-(2-hydroxy-5-methylphenyl)-benzotriazoleN OC1=C(C=C(C=C1)C)N1NC2=C(N1)C=CC=C2